(S)-(4-(((2-amino-4,5,6,7-tetrahydrobenzo[d]thiazol-6-yl)(propyl)amino)methyl)piperidin-1-yl)(thiophen-2-yl)methanone NC=1SC2=C(N1)CC[C@@H](C2)N(CCC)CC2CCN(CC2)C(=O)C=2SC=CC2